Cl.FC(C1=NC(=NO1)C1=CC=C(C=C1)N1N=CC(=C1)CN)(F)F (1-(4-(5-(trifluoromethyl)-1,2,4-oxadiazol-3-yl)phenyl)-1H-pyrazol-4-yl)methylamine hydrochloride